Cl.N1CC(C1)COC=1C=C2C=CN=C(C2=CC1)Cl 6-(azetidin-3-ylmethoxy)-1-chloroisoquinoline hydrochloride